N-(2-methylcyclohexyl)maleimide CC1C(CCCC1)N1C(C=CC1=O)=O